2-(1-((1r,4r)-4-(cyanomethyl)cyclohexyl)-6-(benzenesulfonyl)-1,6-dihydroimidazo[4,5-d]Pyrrolo[2,3-b]Pyridin-2-yl)-N-(tetrahydro-2H-thiopyran-4-yl)acetamide C(#N)CC1CCC(CC1)N1C(=NC=2C1=C1C(=NC2)N(C=C1)S(=O)(=O)C1=CC=CC=C1)CC(=O)NC1CCSCC1